trimethylolpropane tris(3-aziridinyl propionate) N1(CC1)CCC(=O)O.N1(CC1)CCC(=O)O.N1(CC1)CCC(=O)O.C(O)C(CC)(CO)CO